FC=1C=C(CNCCCCOCCNC=2C=3C=NNC3C=C(C2)C2=C(C=NC=C2)C)C=C(C1OC(F)(F)F)F N-(2-(4-((3,5-difluoro-4-(trifluoromethoxy)benzyl)amino)butoxy)ethyl)-6-(3-methylpyridin-4-yl)-1H-indazol-4-amine